Isopropyl 2-(2-aminopyridin-3-yl)-3-(4-(hydroxymethyl)phenyl)-3H-imidazo[4,5-b]pyridine-5-carboxylate NC1=NC=CC=C1C1=NC=2C(=NC(=CC2)C(=O)OC(C)C)N1C1=CC=C(C=C1)CO